BrC1=C(C(=C(C(=C1CBr)Br)CBr)Br)CBr 1,3,5-tribromo-2,4,6-tri(bromomethyl)benzene